COC=1C(=C(C(=O)O)C=C(C1OC)C)C 3,4-Dimethoxy-2,5-dimethylbenzoic acid